2-(1-((tert-butyldimethylsilyl)oxy)propan-2-yl)-4-(trifluoromethyl)thiazole [Si](C)(C)(C(C)(C)C)OCC(C)C=1SC=C(N1)C(F)(F)F